4-((4-(1H-Pyrazole-4-carboxamido)cyclohexyl)amino)-N-(4-(4-methylpiperazin-1-yl)phenyl)-2-oxo-1,2-dihydropyridine-3-carboxamide N1N=CC(=C1)C(=O)NC1CCC(CC1)NC1=C(C(NC=C1)=O)C(=O)NC1=CC=C(C=C1)N1CCN(CC1)C